(S)-5-(3-bromo-2-(4-fluorophenethyl)-5,5-dioxido-7,8,9,9a-tetrahydropyrrolo[1',2':2,3]isothiazolo[4,5-b]pyridin-4-yl)-N-(3,4-difluorobenzyl)thiophene-2-carboxamide BrC=1C(=C2C(=NC1CCC1=CC=C(C=C1)F)[C@H]1N(S2(=O)=O)CCC1)C1=CC=C(S1)C(=O)NCC1=CC(=C(C=C1)F)F